CN(C)C1=CC=C(C=C1)C(=O)NCCCCCCC(=O)NO The molecule is a benzamide resulting from the formal condensation of the carboxy group of 4-(dimethylamino)benzoic acid with the amino group of 7-amino-N-hydroxyheptanamide. It is a potent inhibitor of histone deacetylases and induces cell cycle arrest and apoptosis in several human cancer cell lines. It has a role as an apoptosis inducer, an antineoplastic agent and an EC 3.5.1.98 (histone deacetylase) inhibitor. It is a member of benzamides, a hydroxamic acid, a secondary carboxamide and a tertiary amino compound.